COC(=O)C1=NC(=CC(=C1)C=1C=2N(C(=NC1C1=CC=CC=C1)N)C(NN2)=O)C 4-(5-amino-3-oxo-7-phenyl-2,3-dihydro-[1,2,4]triazolo[4,3-c]pyrimidin-8-yl)-6-methylpyridinecarboxylic acid methyl ester